IC=1C2=C(C(=NC1C=1C=NN(C1)COCC[Si](C)(C)C)OC)C=CS2 7-Iodo-4-methoxy-6-(1-((2-(trimethylsilyl)ethoxy)methyl)-1H-pyrazol-4-yl)thieno[3,2-c]pyridine